OC[C@@H](C)NC1=NC(=CC(=C1)C=1C=C(C=CC1C)NC(=O)N1C[C@@H](CC1)CC(F)(F)F)N1CCOCC1 (S)-N-(3-(2-(((R)-1-hydroxypropan-2-yl)amino)-6-morpholinopyridin-4-yl)-4-methylphenyl)-3-(2,2,2-trifluoroethyl)pyrrolidine-1-carboxamide